(6S)-N-[(2S)-4-hydroxy-3-oxo-1-[(3S)-2-oxopyrrolidin-3-yl]butan-2-yl]-5-(4-methoxy-1H-indole-2-carbonyl)-5-azaspiro[2.4]heptane-6-carboxamide OCC([C@H](C[C@H]1C(NCC1)=O)NC(=O)[C@H]1N(CC2(CC2)C1)C(=O)C=1NC2=CC=CC(=C2C1)OC)=O